3-(7-(2-(cyclohexylamino)-2-oxoethoxy)naphthalen-2-yl)-3-(7-methyl-2,3-dihydrobenzo[b][1,4]dioxin-6-yl)propanoic acid C1(CCCCC1)NC(COC1=CC=C2C=CC(=CC2=C1)C(CC(=O)O)C1=CC2=C(OCCO2)C=C1C)=O